N(/N)=C/1\SC(=CN1)C#N (2E)-2-hydrazono-2,3-dihydro-1,3-thiazole-5-carbonitrile